N1=CC=CC2=CC(=CC=C12)NC(NC1=CC=C(C(=O)NN)C=C1)=O 4-(3-(quinolin-6-yl)ureido)benzoylhydrazine